3-hydroxy-2-phenylbutan-1-one OC(C(C=O)C1=CC=CC=C1)C